[Si](C)(C)(C(C)(C)C)C#CC=1C(NC=2C=C(C=NC2C1)C(=O)OCC)=O ethyl 7-[2-(tert-butyldimethylsilyl)ethynyl]-6-oxo-5H-1,5-naphthyridine-3-carboxylate